4-fluoro-2-[(1R,2R)-2-methoxycyclohexyloxy]-1-nitro-benzene FC1=CC(=C(C=C1)[N+](=O)[O-])O[C@H]1[C@@H](CCCC1)OC